C(#N)C1=C(C=CC=C1)S(=O)(=O)N1CCC2(CC(CO2)NC[C@@H](COC=2C=C(C=CC2)S(=O)(=O)NC)O)CC1 3-((2S)-3-(8-(2-cyanophenylsulfonyl)-1-oxa-8-azaspiro[4.5]decan-3-ylamino)-2-hydroxypropoxy)-N-methylbenzenesulfonamide